COC(=O)C1(CC(=NN1C1=C(C=C(C=C1)F)F)C1=C(C=C(C=C1)F)F)C 1,3-bis(2,4-difluorophenyl)-5-methyl-4,5-dihydro-1H-pyrazole-5-carboxylic acid methyl ester